Br.FC=1C=C(CN2C(NCC2)=N)C=CC1F 1-(3,4-difluorobenzyl)imidazoline-2-imine hydrobromide salt